C1(=CC=CC2=CC=CC=C12)C1=CC=C(C=C1)C1=CC2=C(N=C(O2)C2=CC=C(C=C2)C2=CC=CC=C2)C(=C1)C1=CC=C(C=C1)C=1C=NC=CC1 6-(4-naphthalen-1-yl-phenyl)-2-(biphenyl-4-yl)-4-(4-pyridin-3-yl-phenyl)-benzoxazole